ClC1=CC(=C(C=C1)C1(OC(C2=C(O1)C=CC=C2)C2CN(CC2)CC2=NC1=C(N2C[C@H]2OCC2)C=C(C=C1)C(=O)O)C)F 2-((3-(2-(4-chloro-2-fluorophenyl)-2-methylbenzo[d][1,3]dioxan-4-yl)pyrrolidin-1-yl)methyl)-1-(((S)-oxetan-2-yl)methyl)-1H-benzo[d]imidazole-6-carboxylic acid